O[C@H]1[C@H]2[C@@H]3CC[C@H]([C@@H](CCC(=O)O)C)[C@]3(CC[C@@H]2[C@]2(CCCC[C@@H]2C1)C)C 7alpha-hydroxy-5alpha-cholanic acid